3-ethynyl-5-methoxypyridine C(#C)C=1C=NC=C(C1)OC